N-(benzo[b]thiophen-5-ylmethyl)-1-(2-(4-(trifluoromethyl)phenyl)-2H-pyrazolo[3,4-d]pyrimidin-4-yl)pyrrolidine-3-carboxamide S1C2=C(C=C1)C=C(C=C2)CNC(=O)C2CN(CC2)C=2C=1C(N=CN2)=NN(C1)C1=CC=C(C=C1)C(F)(F)F